2-(7-((2S,5R)-2,5-dimethylpiperazin-1-yl)-6-fluoro-3,4-dimethyl-5-oxo-4,5-dihydro-3H-imidazo[4,5-b]pyridin-2-yl)acetonitrile C[C@@H]1N(C[C@H](NC1)C)C=1C2=C(N(C(C1F)=O)C)N(C(=N2)CC#N)C